4-(Hydroxymethyl)-8-methyl-6H-2,2a,6,8-tetraazaacenaphthene-7(8H)-one OCC1=CN2NCC=3N(C(NC(=C1)C32)=O)C